FC=1C=C(C(=NC1)C1(C=C(C(C(C1)(C)C)=O)C#N)OC)C#CC(C)C 3-[5-fluoro-3-(3-methylbut-1-yn-1-yl)pyridin-2-yl]-3-methoxy-5,5-dimethyl-6-oxocyclohex-1-ene-1-carbonitrile